N-[2,3-difluoro-4-[[(3R)-tetrahydrofuran-3-yl]methoxy]phenyl]-6-[(3S)-pyrrolidin-3-yl]oxy-pyrido[3,2-d]pyrimidin-4-amine FC1=C(C=CC(=C1F)OC[C@H]1COCC1)NC=1C2=C(N=CN1)C=CC(=N2)O[C@@H]2CNCC2